ClC1=NC(=C2C=C(C(N(C2=C1)C)=O)C)C1=CN(C(C=2C=C(N=CC12)C=1C=CC(=NC1)C(=O)OC)=O)C methyl 5-(8-(7-chloro-1,3-dimethyl-2-oxo-1,2-dihydro-1,6-naphthyridin-5-yl)-6-methyl-5-oxo-5,6-dihydro-2,6-naphthyridin-3-yl)picolinate